NC1=NN2C(N=C(C=C2)C=2C=C3CN(C(C3=C(C2)S(=O)(=O)NC)=O)[C@@H](C)C2CC2)=C1C(=O)NC=1C=NN(C1)C 2-amino-5-{2-[(1S)-1-cyclopropylethyl]-7-(methylaminosulfonyl)-1-oxo-2,3-dihydro-1H-isoindol-5-yl}-N-(1-methyl-1H-pyrazol-4-yl)pyrazolo[1,5-a]pyrimidine-3-carboxamide